CC1=CC=CC(=N1)C1=NC(=C2N=CNC2=N1)N1N=CC=2C=NC=CC21 2-(6-methylpyridin-2-yl)-6-(1H-pyrazolo[4,3-c]pyridin-1-yl)-9H-purine